C(C)(C)(C)OC(=O)N1C(C2(C1)CCC2)OCCN (2-Aminoethoxy)-2-azaspiro[3.3]Heptane-2-carboxylic acid tert-butyl ester